C(C)C1=C(C=CC(=C1)O)N=C(N)C1=C(C=2N(N=C1)C=CC2)NC2C1CC3CC(CC2C3)(C1)O N'-(2-ethyl-4-hydroxy-phenyl)-4-((5-hydroxy-2-adamantyl)amino)pyrrolo[1,2-b]pyridazine-3-carboxamidine